[1-isobutyl-3-(trifluoromethyl)pyrazol-4-yl]boronic acid C(C(C)C)N1N=C(C(=C1)B(O)O)C(F)(F)F